NC1=CC=C2C(=N1)[C@H]([C@H](OC2=O)C)C |o1:7,8| (7R,8R) or (7S,8S)-2-amino-7,8-dimethyl-7,8-dihydro-5H-pyrano[4,3-b]pyridin-5-one